(S)-tetrahydro-1H-pyrrolizine-1,3(2H)-dione C1(CC(N2CCC[C@@H]12)=O)=O